CN(N=CC=1C=C(C(=CC1)O)O)C1=NC=CC=N1 4-((2-methyl-2-(pyrimidin-2-yl)hydrazono)methyl)benzene-1,2-diol